C1(=C(C=CC=C1)P(C(C)(C)C)C(C)(C)C)C1=CC=CC=C1 (biphenyl-2-yl)di-tert-butylphosphane